ClC=1C=C(C=NC1)C1=NC(=NO1)C=1C=CC(N(N1)CC=1SC(=NN1)C1=CC=C(C=C1)F)=O 6-(5-(5-chloropyridin-3-yl)-1,2,4-oxadiazol-3-yl)-2-((5-(4-fluorophenyl)-1,3,4-thiadi-azol-2-yl)methyl)pyridazin-3(2H)-one